FC(O[C@@H]1CN(CC1)[C@H]1COC2=CC=CC=C2[C@@H]1NC=1C2=C(N=CN1)NC(=C2)C(F)(F)F)(F)F N-((3R,4S)-3-((S)-3-(trifluoromethoxy)pyrrolidin-1-yl)chroman-4-yl)-6-(trifluoromethyl)-7H-pyrrolo[2,3-d]pyrimidin-4-amine